N1C=CC=2C1=NC=CC2N2C=NC(=C2)C=2C=C(C#N)C=CC2 3-[1-(1H-pyrrolo[2,3-b]pyridin-4-yl)-1H-imidazol-4-yl]-benzonitrile